2-Chloro-7-(2-cyclohexylethyl)-7,8-dihydro-1,6-naphthyridine-6(5H)-carboxylic acid tert-butyl ester C(C)(C)(C)OC(=O)N1CC=2C=CC(=NC2CC1CCC1CCCCC1)Cl